2-[methyl(propyl)amino]-6-[(oxetan-3-yl)amino]pyrimidine-4-carboxamide CN(C1=NC(=CC(=N1)C(=O)N)NC1COC1)CCC